5-(m-methylphenoxy)-7-oxo-bicyclo[2.2.1]Hept-2-ene CC=1C=C(OC2C3C=CC(C2)C3=O)C=CC1